COC=1C(=C(C(=CC1)B1OC(C(O1)(C)C)(C)C)NC(OC(C)(C)C)=O)C([2H])([2H])[2H] tert-butyl N-[3-methoxy-6-(4,4,5,5-tetramethyl-1,3,2-dioxaborolan-2-yl)-2-(trideuteriomethyl)phenyl]carbamate